ClC1=NC=C(C=C1C=1N=CN(C1)C=1C(=CC(=C(C(=O)NC2CC2)C1)F)C)N[C@@H]1[C@@H](CN(CC1)C1COC1)F 5-(4-(2-chloro-5-(((3R,4S)-3-fluoro-1-(oxetan-3-yl)piperidin-4-yl)amino)pyridin-3-yl)-1H-imidazol-1-yl)-N-cyclopropyl-2-fluoro-4-methylbenzamide